C(#N)C1=NN(C2=CC=C(C=C12)C)C 3-cyano-N,5-dimethyl-1H-indazole